C(C)(C)(C)OC(=O)N1CC2=C(CC1)N(C(=N2)C(NC2=C(C(=CC=C2)Br)C)=O)C 2-(3-bromo-2-methylphenylcarbamoyl)-1-methyl-6,7-dihydro-1H-imidazo[4,5-c]pyridine-5(4H)-carboxylic acid tert-butyl ester